FC1=CC=C(CN2C=CC3=C(C=C(C=C23)C2=CN(C3=C(N=CC=C32)O)CC3OC3)NS(=O)(=O)C)C=C1 N-(1-(4-fluorobenzyl)-6-(7-hydroxy-1-(oxiran-2-ylmethyl)-1H-pyrrolo[2,3-c]pyridin-3-yl)-1H-indol-4-yl)methanesulfonamide